sodium-boron hydride hydrate O.[BH4-].[Na+]